trisilyl-silane [SiH3][SiH]([SiH3])[SiH3]